5-bromo-3-((1-(1-methylpiperidin-4-yl)-1H-pyrazol-4-yl)oxy)-2-nitropyridine BrC=1C=C(C(=NC1)[N+](=O)[O-])OC=1C=NN(C1)C1CCN(CC1)C